N1(N=CN=C1)C[C@H]1N(C[C@@H](C1)N)C(=O)OC(C)(C)C tert-butyl (2S,4R)-2-((1H-1,2,4-triazol-1-yl) methyl)-4-aminopyrrolidine-1-carboxylate